4-chloro-6-[3-(3-methylphenyl)-1H-pyrazol-1-yl]-2-[(oxolan-2-yl)methoxy]pyrimidine ClC1=NC(=NC(=C1)N1N=C(C=C1)C1=CC(=CC=C1)C)OCC1OCCC1